C1(CCCCC1)C=1C=C(C=C(C1)OC)NCCCCCCN1[C@@H]([C@H]([C@@H]([C@H](C1)O)O)O)CO (2R,3R,4R,5S)-1-{6-[(3-cyclohexyl-5-methoxyphenyl)amino]hexyl}-2-(hydroxymethyl)piperidine-3,4,5-triol